BrC1=CC=C(CC2CN(C2)CC(CF)F)C=C1 3-(4-Bromobenzyl)-1-(2,3-difluoropropyl)azetidine